C(C=C)C1(CC1)S(=O)(=O)Cl Allyl-cyclopropanesulfonyl chloride